N1(CCCC1)C(=O)OC1=CC(=C(C=C1)C=1N=C2SC3=C(N2C1)C=CC(=C3)C(N[C@@H]3CN(CCC3)C)=O)F (3-fluoro-4-(7-(((S)-1-methylpiperidin-3-yl) carbamoyl) benzo[d]imidazo[2,1-b]thiazol-2-yl) phenyl) pyrrolidine-1-carboxylate